tert-butyl N-[(3R)-7-(1-tert-butylpyrazol-4-yl)-5-[(4-chlorophenyl)methyl]-8-fluoro-4-oxo-2,3-dihydro-1,5-benzothiazepin-3-yl]carbamate C(C)(C)(C)N1N=CC(=C1)C=1C(=CC2=C(N(C([C@H](CS2)NC(OC(C)(C)C)=O)=O)CC2=CC=C(C=C2)Cl)C1)F